4-(3-(4-((pyrimidin-5-ylmethyl)amino)piperidin-1-yl)propoxy)-7H-furo[3,2-g]chromen-7-one N1=CN=CC(=C1)CNC1CCN(CC1)CCCOC1=C2C=CC(OC2=CC2=C1C=CO2)=O